4-[bis(3-methoxypropyl)amino]phenol COCCCN(C1=CC=C(C=C1)O)CCCOC